C(#N)[C@H]1CN(CC1)C(=O)C1=CC(=NC=C1)C(=O)NC1=CC(=CC=C1)[C@@H](CC1=NN=CN1C)C 4-((R)-3-cyanopyrrolidine-1-carbonyl)-N-(3-((R)-1-(4-methyl-4H-1,2,4-triazol-3-yl)propan-2-yl)phenyl)picolinamide